S(=O)(=O)(C)[C@@]1(CC2=CC[C@H]3[C@@H]4CC[C@H]([C@@H](CCCC(C)C)C)[C@]4(CC[C@@H]3[C@]2(CC1)C)C)O 3β-mesylcholesterol